FC(C=1C(=C(C=CC1)[C@@H](C)NC=1C2=C(N=C(N1)C)C=NC(=C2)N2CC(CC2)(C(=O)O)C)F)F 1-[4-({(1R)-1-[3-(difluoromethyl)-2-fluorophenyl]ethyl}amino)-2-methylpyrido[3,4-d]pyrimidin-6-yl]-3-methylpyrrolidine-3-carboxylic acid